S-((3S,4S,6r)-4-azido-6-((S)-1-(4-fluorophenyl)-1,2,3,4-tetrahydroisoquinoline-2-carbonyl) tetrahydro-2H-pyran-3-yl) thioacetate C(C)(=O)S[C@@H]1CO[C@H](C[C@@H]1N=[N+]=[N-])C(=O)N1[C@H](C2=CC=CC=C2CC1)C1=CC=C(C=C1)F